ClC1=NC=CC(=C1)C(C)(CC)NS(=O)C(C)(C)C N-(2-(2-chloropyridin-4-yl)butan-2-yl)-2-methylpropane-2-sulfinamide